BrC1=C(C=C2C=C(N=CC2=C1)N(C(OC(C)(C)C)=O)CCCC(F)(F)F)I tert-butyl (7-bromo-6-iodoisoquinolin-3-yl)(4,4,4-trifluorobutyl)carbamate